C1(CCCCC1)CCN1C[C@H](CCC1)C=1NC(N(N1)C=1C=CC=C2C=CC(=NC12)OC)=O (s)-5-(1-(2-cyclohexylethyl)piperidin-3-yl)-2-(2-methoxyquinolin-8-yl)-2,4-dihydro-3H-1,2,4-triazol-3-one